(±)-cis-8-(3-Fluoro-4-(3-(trifluoromethyl)phenoxy)piperidin-1-yl)-5-methyl-6-oxo-5,6-dihydro-1,5-naphthyridin-2-carbonitril F[C@@H]1CN(CC[C@@H]1OC1=CC(=CC=C1)C(F)(F)F)C1=CC(N(C=2C=CC(=NC12)C#N)C)=O |r|